1-(3-Benzyl-1,2,4-oxadiazol-5-yl)-5-((tert-Butoxycarbonyl)-amino)pentan-1-Aminium 4-Methylbenzenesulfonate CC1=CC=C(C=C1)S(=O)(=O)[O-].C(C1=CC=CC=C1)C1=NOC(=N1)C(CCCCNC(=O)OC(C)(C)C)[NH3+]